4-(5-((4-chlorophenyl)amino)-1-methyl-1H-1,2,4-triazol-3-yl)-N-(2,2,2-trifluoroethyl)benzamide ClC1=CC=C(C=C1)NC1=NC(=NN1C)C1=CC=C(C(=O)NCC(F)(F)F)C=C1